ClC1=C(C=C(C=C1)C1(CC(C1)C)C1=NN=CN1C)NC(=O)C=1C(N(C=C(C1)CNCC(C)C)CC(F)(F)F)=O N-(2-chloro-5-((1s,3s)-3-methyl-1-(4-methyl-4H-1,2,4-triazol-3-yl)cyclobutyl)phenyl)-5-((isobutylamino)methyl)-2-oxo-1-(2,2,2-trifluoroethyl)-1,2-dihydropyridine-3-carboxamide